NC1=NC(=C2N(C(NC2=N1)=O)CC1CC1)OCC1=CC=CC=C1 2-amino-6-(benzyloxy)-7-(cyclopropylmethyl)-7,9-dihydro-8H-purin-8-one